FC(C1=NC(=NO1)C=1C=CC(=NC1)CN1C(C=CC2=CN=CC=C12)=O)(F)F 1-({5-[5-(trifluoromethyl)-1,2,4-oxadiazol-3-yl]pyridin-2-yl}methyl)-1,6-naphthyridin-2(1H)-one